trans-4-((4-Methoxy-5-(quinoxalin-6-yl)pyrrolo[2,1-f][1,2,4]triazin-2-yl)amino)-1-(trifluoromethyl)cyclohexan-1-ol COC1=NC(=NN2C1=C(C=C2)C=2C=C1N=CC=NC1=CC2)NC2CCC(CC2)(O)C(F)(F)F